CCCCCCCCCCCC=C 12-tridecen